Cl.C1(CC1)C1=C(C=NC2=CC(=CN=C12)C)N 4-cyclopropyl-7-methyl-1,5-naphthyridin-3-amine hydrochloride